BrC=1C=C(C=2N(C1)C=C(N2)C(=O)OCC)[C@H](C)OC |o1:15| ethyl (S or R)-6-bromo-8-(1-methoxy ethyl)imidazo[1,2-a]pyridine-2-carboxylate